C12(CC3CC(CC(C1)C3)C2)CNCC(=O)N2CCN(CC2)C2=NC=C(C=C2)O 2-(1-Adamantylmethyl-amino)-1-[4-(5-hydroxy-2-pyridyl)piperazin-1-yl]ethanone